OCCN1CN(CN(C1)CCO)CCO hexahydro-1,3,5-tri(hydroxyethyl)-s-triazine